ClC=1C=CC(=C(C1)C=1N=CN(C(C1)=O)[C@H]1CCC[C@H](C(NC=2C=NN(C2C=2C=CN=C1C2)C)=O)C)C2=CC(=CC=C2)S(=O)(=O)C (9R,13S)-13-{4-[5-chloro-2-(3-methanesulfonylphenyl)phenyl]-6-oxo-1,6-dihydropyrimidin-1-yl}-3,9-dimethyl-3,4,7,15-tetraazatricyclo[12.3.1.02,6]Octadec-1(18),2(6),4,14,16-pentaen-8-one